FC(C(=O)O)(F)F.FC(C(=O)O)(F)F.NC1=CC=C(C(=N1)C)CNC([C@H](C)NC(=O)[C@@H]1NC([C@H](C1)CC1=CC(=CC=C1)C(F)(F)F)=O)=O (2R,4S)-N-((S)-1-(((6-Amino-2-methylpyridin-3-yl)methyl)amino)-1-oxopropan-2-yl)-5-oxo-4-(3-(trifluoromethyl)benzyl)pyrrolidine-2-carboxamide Di-trifluoroacetate salt